4-Amino-N-(2-diethylaminoethyl)-benzamid NC1=CC=C(C(=O)NCCN(CC)CC)C=C1